3,4,5-Trifluorobenzaldehyde-O-(1-methyl-1H-imidazole-2-carbonyl) oxime CN1C(=NC=C1)C(=O)ON=CC1=CC(=C(C(=C1)F)F)F